4,4'-(naphthalene-2,3-diylbis(1H-1,2,3-triazole-4,1-diyl))bis(2-hydroxybenzoic Acid) C1=C(C(=CC2=CC=CC=C12)C=1N=NN(C1)C1=CC(=C(C(=O)O)C=C1)O)C=1N=NN(C1)C1=CC(=C(C(=O)O)C=C1)O